ClC(=O)[C@](O)([C@](O)([C@H](O)C(O)C(C)=O)C(C)=O)C(C)=O chloro-2,3,5-triacetyl-D-ribose